P(=O)(OCN1C(C=C(C=C1)NC(C1=C(C=C(C=C1)Cl)OC1=C(C=C(C=C1)F)C)=O)=O)(O)O [4-[[4-chloro-2-(4-fluoro-2-methyl-phenoxy)benzoyl]amino]-2-oxo-1-pyridyl]methyl dihydrogen phosphate